NCCC[Si](OCCOC)(OCCOC)OCCOC 3-aminopropyl-tris(2-methoxy-ethoxy)silane